methyl 4-methoxy-3-(4-((2,2,8-trimethyl-4-oxochroman-7-yl)oxy)butoxy)benzoate COC1=C(C=C(C(=O)OC)C=C1)OCCCCOC1=CC=C2C(CC(OC2=C1C)(C)C)=O